dimethyl-thianthrene-2,8-d CC=1C(=C(C=2SC3=CC(=CC=C3SC2C1)[2H])C)[2H]